NC1=NC(=CC(=N1)N1CCC2(C[C@H](NC2)C(=O)OCC)CC1)O[C@@H](C(F)(F)F)C1=C(C=C(C=C1)C1=CC(=C(C=C1)C)Cl)N1N=C(C=C1)C (S)-ethyl 8-(2-amino-6-((R)-1-(3'-chloro-4'-methyl-3-(3-methyl-1H-pyrazol-1-yl)-[1,1'-biphenyl]-4-yl)-2,2,2-trifluoroethoxy) pyrimidin-4-yl)-2,8-diazaspiro[4.5]decane-3-carboxylate